C=C1C(C=CC=C1)Cl 2-methylene-chlorobenzene